O=C(C(=O)NCC1OCCC1)N1C(N=C2C(=C1)C=CC=N2)=O dioxo-N-[(tetrahydro-2-furanyl)methyl]pyrido[2,3-d]pyrimidine-3(2H)-acetamide